C(C)(C)NCCO 2-(isopropylamino)ethanol